ClC=1C=C(C=CC1F)C(C=1NC(=C(N1)S(=O)(=O)C)C)OCC12CC(C1)(C2)C(F)(F)F 2-[(3-chloro-4-fluorophenyl)-[[3-(trifluoromethyl)-1-bicyclo[1.1.1]pentanyl]methoxy]methyl]-5-methyl-4-methylsulfonyl-1H-imidazole